C1=C(C=CC2=CC=CC=C12)C1=CN=C(N1)C(CCCCNC(=O)C1=NSN=C1)NC(=O)C1=CN=CS1 N-(5-(5-(naphthalen-2-yl)-1H-imidazol-2-yl)-5-(thiazole-5-carboxamido)pentyl)-1,2,5-thiadiazole-3-carboxamide